C(C1=CC=CC=C1)OC=1C=C2CCC(C2=C(C1)OC)=O 5-(benzyloxy)-7-methoxy-2,3-dihydro-1H-inden-1-one